bis-(acryloyloxynonyloxy)benzoyloxy-2-methylbenzene C(C=C)(=O)OCCCCCCCCCOC1=C(C(=C(C=C1)OC(C1=CC=CC=C1)=O)C)OCCCCCCCCCOC(C=C)=O